N[C@H]1[C@H](C[C@@H](CC1)OC(NCC1=CC=CC=C1)=O)F ((1R,3S,4R)-4-amino-3-fluorocyclohexyl)benzylcarbamate